C(CCC)C(C(=O)OCCCCCCC(=O)OCC(CO)(CO)COC(CCCCCCOC(C(CCCCCC)CCCC)=O)=O)CCCCCC [7-[2-[7-(2-butyloctanoyloxy)heptanoyloxymethyl]-3-hydroxy-2-(hydroxymethyl) propoxy]-7-oxo-heptyl] 2-butyloctanoate